4-[(2R)-3-(3,4-dihydro-1H-isoquinolin-2-yl)-2-hydroxy-propyl]-8-isobutyl-2,3-dihydro-1,4-benzoxazepine-5-one C1N(CCC2=CC=CC=C12)C[C@H](CN1CCOC2=C(C1=O)C=CC(=C2)CC(C)C)O